CCCCCCCCCCCCCCCCCCCCC(=O)OC[C@H](COP(=O)(O)OC[C@H](CO)O)OC(=O)CCCCCCCCCCCC 1-heneicosanoyl-2-tridecanoyl-glycero-3-phospho-(1'-sn-glycerol)